FC(N1C=NC2=C1C=C(C=C2)C2=NNC1=NC(=CN=C12)N1C[C@@H]2[C@]([C@@H]2CC1)(C1=C(C=CC=C1)F)CN)F ((1S,6R,7R)-3-(3-(1-(difluoromethyl)-1H-benzo[d]imidazol-6-yl)-1H-pyrazolo[3,4-b]pyrazin-6-yl)-7-(2-fluorophenyl)-3-azabicyclo[4.1.0]heptan-7-yl)methanamine